N,N,2-trimethylpropionamide CN(C(C(C)C)=O)C